methyl cis-3-(5-fluoroindazol-2-yl)cyclobutanecarboxylate FC1=CC2=CN(N=C2C=C1)[C@H]1C[C@H](C1)C(=O)OC